(Z)-1-(4-chlorobenzyl)-3-((3,5-dimethyl-1H-pyrrol-2-yl)methylene)-5-nitro-2-indolone ClC1=CC=C(CN2C(\C(\C3=CC(=CC=C23)[N+](=O)[O-])=C/C=2NC(=CC2C)C)=O)C=C1